3-((4-chloro-1H-pyrazol-1-yl)methyl)-N-(2-(3-fluorobenzamido)ethyl)-1,2,4-oxadiazole-5-carboxamide ClC=1C=NN(C1)CC1=NOC(=N1)C(=O)NCCNC(C1=CC(=CC=C1)F)=O